N-{6-[2-methyl-2-(6-methylpyridin-3-yl)propionyl]Pyridin-3-yl}carbamic acid tert-butyl ester C(C)(C)(C)OC(NC=1C=NC(=CC1)C(C(C)(C=1C=NC(=CC1)C)C)=O)=O